(5-(2,4-difluorophenoxy)pyridin-2-yl)-2-((3R)-3-(6-methoxypyridin-3-yl)cyclohexyl)propanamide FC1=C(OC=2C=CC(=NC2)C(C(=O)N)(C)C2C[C@@H](CCC2)C=2C=NC(=CC2)OC)C=CC(=C1)F